OC=1C(=C(C(=CC1)C)C1=C(C2=C(N=C1)NC(=C2)C=2C=NC(=NC2)C(C)(C)O)C#N)C 5-(3-hydroxy-2,6-dimethylphenyl)-2-(2-(2-hydroxyprop-2-yl)pyrimidin-5-yl)-1H-pyrrolo[2,3-b]pyridine-4-carbonitrile